BrC1=CC2=C(OCC=C[C@H]2CCC(F)(F)F)C(=C1)[N+](=O)[O-] |r| (+/-)-7-bromo-9-nitro-5-(3,3,3-trifluoropropyl)-2,5-dihydrobenzo[b]oxepine